4-(2-(((1S,2S)-2-aminocyclopentyl)oxy)-4-(trifluoromethyl)thiazol-5-yl)-5-fluoro-N-(1-(methylsulfonyl)piperidin-4-yl)pyrimidin-2-amine N[C@@H]1[C@H](CCC1)OC=1SC(=C(N1)C(F)(F)F)C1=NC(=NC=C1F)NC1CCN(CC1)S(=O)(=O)C